7,7,9-Trimethyl-4,13-dioxo-3,14-dioxa-5,12-diaza-hexadecan CC(CNC(OCC)=O)(CC(CCNC(OCC)=O)C)C